CC1(OC=2C(=NC(=CC2)C=2C(=CC(=NC2)NC(C)=O)NC2=NC(=CC(=C2)C2=NC=CC=C2)S(=O)(=O)C)OC1)C N-(5-(2,2-dimethyl-2,3-dihydro-[1,4]dioxino[2,3-b]pyridin-6-yl)-4-((6'-(methylsulfonyl)-[2,4'-bipyridin]-2'-yl)amino)pyridin-2-yl)acetamide